6-allyloxy-3-(3-amino-pyrazol-1-yl)-1,6-diazabicyclo[3.2.1]oct-3-en-7-one C(C=C)ON1C2C=C(CN(C1=O)C2)N2N=C(C=C2)N